ClC=1C=C(C=NC1)NC=1C2=C(N=CN1)C=CC(=N2)N2CC1(CCN1)C2 N-(5-chloro-3-pyridyl)-6-(1,6-diazaspiro[3.3]heptan-6-yl)pyrido[3,2-d]pyrimidin-4-amine